C(N)(=N)C=1C=C(SC1)CNC(=O)[C@H]1N(C[C@@H](C1)S(=O)(=O)C)C(CNC(CCCOC1=CC=CC=C1)=O)=O (2S,4R)-N-((4-carbamimidoylthiophen-2-yl)methyl)-4-(methylsulfonyl)-1-((4-phenoxybutanoyl)glycyl)pyrrolidine-2-carboxamide